4,4',4''-((1E,1'E,1''E)-cyclopropane-1,2,3-triylidenetris(cyanomethaneylylidene))tris(3-fluorobenzonitrile) C1(C(C1=C(C#N)C1=C(C=C(C#N)C=C1)F)=C(C#N)C1=C(C=C(C#N)C=C1)F)=C(C#N)C1=C(C=C(C#N)C=C1)F